Br.OC=1C=CC=C2CC[C@H](CC12)N(CCC)CCC |r| (±)-8-hydroxy-2-(dipropylamino)tetralin hydrobromide